tert-butyl 14-(4-(((5r,8r)-4-hydroxy-3-mesityl-2-oxo-1-oxaspiro[4.5]dec-3-en-8-yl)oxy)piperidin-1-yl)-3,6,9,12-tetraoxatetradecanoate OC1=C(C(OC12CCC(CC2)OC2CCN(CC2)CCOCCOCCOCCOCC(=O)OC(C)(C)C)=O)C2=C(C=C(C=C2C)C)C